8-(tert-butyl) 1-methyl 6-fluoro-2-oxo-8-azaspiro[4.5]decane-1,8-dicarboxylate FC1C2(CCC(C2C(=O)OC)=O)CCN(C1)C(=O)OC(C)(C)C